FC1=C(C=CC(=C1)F)[C@@H]1N(OCC1)C1=CC(=NC=N1)NC1=CC(=C(C=C1)N1CCC(CC1)N1CCN(CC1)C)OC (R)-6-(3-(2,4-difluorophenyl)isoxazolidin-2-yl)-N-(3-methoxy-4-(4-(4-methylpiperazin-1-yl)piperidin-1-yl)phenyl)pyrimidin-4-amine